3-(cyclobutylmethyl)-N-(8-methyl-2-oxo-3,4-dihydro-1H-quinolin-6-yl)pyridine-4-carboxamide C1(CCC1)CC=1C=NC=CC1C(=O)NC=1C=C2CCC(NC2=C(C1)C)=O